methyl-thiazolidine-2,4-dione CN1C(SCC1=O)=O